azobis[N-(2-carboxyethyl)-2-methylpropionamide] N(=NC(C(=O)NCCC(=O)O)(C)C)C(C(=O)NCCC(=O)O)(C)C